5-(methoxymethyl)-2-methyl-4-(1-tetrahydropyran-2-yl-3-vinyl-pyrazolo[3,4-c]pyridin-5-yl)pyrazol-3-ol COCC=1C(=C(N(N1)C)O)C=1C=C2C(=CN1)N(N=C2C=C)C2OCCCC2